BrC=1C=C2CCCNC2=CC1[N+](=O)[O-] 6-bromo-7-nitro-1,2,3,4-tetrahydroquinoline